OCC(O)COP(=O)(O)C(C(O)(P(OCC(CO)O)(=O)O)P(OCC(CO)O)(=O)O)([N+](C)(C)C)P(OCC(CO)O)(=O)O tetraglycero-3-phosphorylcholine